2-((1S,2S)-2-amino-4,4-dimethylcyclohexyl)-3-bromo-5-chloro-N-(thiophen-2-ylmethyl)thieno[3,2-b]pyridin-7-amine formate C(=O)O.N[C@@H]1[C@H](CCC(C1)(C)C)C1=C(C2=NC(=CC(=C2S1)NCC=1SC=CC1)Cl)Br